O=C1NC(CCC1NC1=CC(=C(C=C1)N1CCC(CC1)N1CCC(CC1)C(=O)N[C@@H]1CC[C@H](CC1)NC1=NC=C(C(=N1)C1=CC(=CC=C1)N1C(CCCC1)=O)F)F)=O 1'-(4-((2,6-dioxopiperidin-3-yl)amino)-2-fluorophenyl)-N-(trans-4-((5-fluoro-4-(3-(2-oxopiperidin-1-yl)phenyl)pyrimidin-2-yl)amino)cyclohexyl)-[1,4'-bipiperidine]-4-carboxamide